P(=O)(OCCC1=C([N+](=CS1)CC=1C(=NC(=NC1)C)N)C)(OP(=O)(O)O)O 2-[3-[(4-amino-2-methylpyrimidin-5-yl)methyl]-4-methyl-1,3-thiazol-3-ium-5-yl]ethyl phosphono hydrogen phosphate